tert-butyl-(3R,4S)-4-[[(1R)-1-phenylethyl]amino]piperidine-1,3-dicarboxylic acid O3-ethyl ester C(C)OC(=O)[C@H]1C(N(CC[C@@H]1N[C@H](C)C1=CC=CC=C1)C(=O)O)C(C)(C)C